CN(C)C=1C=C2C(C(=O)NC2=O)=CC1 4-(N,N-dimethylamino)phthalimide